O=C1NC(CCC1N1C(C2=CC=C(C=C2C1)C1(CCN(CC1)C(=O)OC(C)(C)C)F)=O)=O tert-butyl 4-[2-(2,6-dioxo-3-piperidyl)-1-oxo-isoindolin-5-yl]-4-fluoro-piperidine-1-carboxylate